C1(CC1)CN1C(=CC=2C1=NC=CC2)C2=NC1=C(N2CC)C(=CC(=C1)C(=O)OC)OC Methyl 2-[1-(cyclopropylmethyl)-1H-pyrrolo[2,3-b]pyridin-2-yl]-1-ethyl-7-methoxy-1H-1,3-benzodiazole-5-carboxylate